CS(=O)(=O)O[C@H]1CSCC1 (R)-tetrahydrothiophen-3-yl methanesulfonate